3-{2-[2-({N-[3-(2,5-dioxo-2,5-dihydro-1H-pyrrol-1-yl)propanoyl]-3-sulfo-L-alanyl}amino)ethoxy]ethoxy}phenyl beta-D-glucopyranosiduronic acid O([C@H]1[C@H](O)[C@@H](O)[C@H](O)[C@H](O1)C(=O)O)C1=CC(=CC=C1)OCCOCCNC([C@@H](NC(CCN1C(C=CC1=O)=O)=O)CS(=O)(=O)O)=O